S1C=2N(C=C1)C=C(N2)CC(=O)N 2-(imidazo[2,1-b]thiazol-6-yl)acetamide